2-Methoxy-4-nitrobenzoic acid tert-butyl ester C(C)(C)(C)OC(C1=C(C=C(C=C1)[N+](=O)[O-])OC)=O